ClC1=C(C=CC=C1)N1CCN(C2=CC=CC=C12)C(C(C)N1CCCC1)=O 1-(4-(2-Chlorophenyl)-3,4-dihydroquinoxalin-1(2H)-yl)-2-(pyrrolidin-1-yl)propan-1-one